BrCCN1C=C(C=2N(C(C=CC21)=O)C)C2=CC(=CC(=C2)OC2=CC=C(C=C2)C(F)(F)F)C 1-(2-bromoethyl)-4-methyl-3-{3-methyl-5-[4-(trifluoromethyl)phenoxy]phenyl}-1H,4H,5H-pyrrolo[3,2-b]pyridin-5-one